8-methoxy-N-[(1R)-1-(5-methyl-1,3,4-oxadiazol-2-yl)ethyl]-6-(5-methyl-2-pyridyl)quinazolin-4-amine COC=1C=C(C=C2C(=NC=NC12)N[C@H](C)C=1OC(=NN1)C)C1=NC=C(C=C1)C